CN1CCCC=C1 1-methyl-1,2,3,4-tetrahydropyridine